FC1(CCNCC1)CN1CCN(CC1)CC1CCN(CC1)C1=CC2=C(N(C(N2C)=O)C2C(NC(CC2)=O)=O)C=C1 3-[5-[4-[[4-[(4-fluoro-4-piperidyl)methyl]piperazin-1-yl]methyl]-1-piperidyl]-3-methyl-2-oxo-benzimidazol-1-yl]piperidine-2,6-dione